1,6-bis((trifluoromethyl)thio)hexane FC(SCCCCCCSC(F)(F)F)(F)F